CC1=NC(=CC(=C1)C=1C(=NN2C1N=C(C=C2)CN2CCNCC2)C=2C=C(C#N)C=CC2)C 3-[3-(2,6-dimethyl-4-pyridinyl)-5-(piperazin-1-ylmethyl)pyrazolo[1,5-a]pyrimidin-2-yl]benzonitrile